Methyl (S)-3-(2-amino-ethylamino)-2-benzyloxycarbonylamino-propionate NCCNC[C@@H](C(=O)OC)NC(=O)OCC1=CC=CC=C1